4-hydroxy-6-methyl-5-(3-thienyl)pyridine-3-carboxamide OC1=C(C=NC(=C1C1=CSC=C1)C)C(=O)N